FC(C=1C(NC2=CC=C(C=C2N1)F)=O)F 3-(difluoromethyl)-6-fluoroquinoxalin-2(1H)-one